C1(CCC1)CN1C(N(CC12CCC(CC2)(C2=CC=CC=C2)N(C)C)CC2=CC=CC=C2)=O CIS-1-(Cyclobutyl-methyl)-8-dimethylamino-8-phenyl-3-[phenyl-methyl]-1,3-diazaspiro[4.5]decan-2-one